2-(4-Amino-3-fluorophenyl)-N-propyl-acetamide NC1=C(C=C(C=C1)CC(=O)NCCC)F